ClC1=CC=C(C=C1)[C@H]1N(OCC1)C(=O)[C@H]1C[C@H](C1)NC=1C=C(C#N)C=C(C1)F cis-3-((3-((S)-3-(4-chlorophenyl)isoxazolidine-2-carbonyl)cyclobutyl)amino)-5-fluorobenzonitrile